7-fluoro-2-methyl-3-(1,2,5,6-tetrahydropyridin-3-yl)-1H-indole FC=1C=CC=C2C(=C(NC12)C)C=1CNCCC1